FC(C(=O)O)(F)F.FC(C(=O)O)(F)F.N1C(=CC=2C=NC=CC21)CNC([C@H](C)NC(=O)[C@@H]2NC[C@H](C2)CC=2SC(=C(C2)Br)Cl)=O (2R,4R)-N-((S)-1-(((1H-pyrrolo[3,2-c]pyridin-2-yl)methyl)amino)-1-oxopropan-2-yl)-4-((4-bromo-5-chlorothien-2-yl)methyl)pyrrolidine-2-carboxamide bis-trifluoroacetate